2-[4-[[1-ethyl-3-piperidyl]amino]-5,7-dihydrofuro[3,4-d]pyridazin-1-yl]-5-methylsulfonyl-phenol C(C)N1CC(CCC1)NC=1C2=C(C(=NN1)C1=C(C=C(C=C1)S(=O)(=O)C)O)COC2